CN(CCN(C=1C=C(C=2N(C1)N=CC2C#N)C2=NC=C(N=C2)N2CC1N(C(C2)C1)CC=1C=NC(=CC1)OC)C)C 6-((2-(dimethylamino)ethyl)(Methyl)amino)-4-(5-(6-((6-methoxypyridin-3-yl)methyl)-3,6-diazabicyclo[3.1.1]heptane-3-yl)pyrazin-2-yl)pyrazolo[1,5-a]pyridine-3-carbonitrile